1,4-Bis(4-formylphenoxy)butane isopropyl-4-((1-(2-cyanoacetyl)-4-methylpiperidin-3-yl)(methyl)amino)-1H-pyrrolo[2,3-b]pyridine-5-carboxylate C(C)(C)OC(=O)C=1C(=C2C(=NC1)NC=C2)N(C)C2CN(CCC2C)C(CC#N)=O.C(=O)C2=CC=C(OCCCCOC1=CC=C(C=C1)C=O)C=C2